C(CCC)C1=C(C=CC=C1)OC(NC1CC(CC(C1)(C)C)(C)CNC(=S)OC1=C(C=CC=C1)CCCC)=S 3-((butylphenoxy)thiocarbonylamino-methyl)-3,5,5-trimethylcyclohexylthiocarbamic acid (butylphenyl) ester